tert-butyl (Z)-15-(5-oxo-2-((triisopropylsilyl)methylene)-2,5-dihydrofuran-3-yl)pentadecanoate O=C1C=C(/C(/O1)=C/[Si](C(C)C)(C(C)C)C(C)C)CCCCCCCCCCCCCCC(=O)OC(C)(C)C